8-(2-chloropyridin-4-yl)-7-(4-fluorophenyl)-2-((3-fluoropyridin-2-yl)methyl)-[1,2,4]triazolo[1,5-c]pyrimidin-5-amine ClC1=NC=CC(=C1)C=1C=2N(C(=NC1C1=CC=C(C=C1)F)N)N=C(N2)CC2=NC=CC=C2F